2-(1-methylpiperidin-4-yl)-7-(4,4,5,5-tetramethyl-1,3,2-dioxaborolan-2-yl)quinoline-3-carbonitrile CN1CCC(CC1)C1=NC2=CC(=CC=C2C=C1C#N)B1OC(C(O1)(C)C)(C)C